ClC=1C=CC=C2C=CC=C(C12)C1=C(C=2N=C(N=C(C2C=N1)N([C@H]1CN(CC1)C(CP(OCC)(OCC)=O)=O)C)OCC12CCCN2CCC1)F (R)-diethyl (2-(3-((7-(8-chloronaphthalen-1-yl)-8-fluoro-2-((hexahydro-1H-pyrrolizin-7a-yl)methoxy)pyrido[4,3-d]pyrimidin-4-yl)(methyl)amino)pyrrolidin-1-yl)-2-oxoethyl)phosphonate